O1CCN(CC1)C=1C=CC(=NC1)B(O)O 5-MORPHOLINOPYRIDIN-2-YLBORONIC ACID